2-(1H-pyrazol-1-yl)ethanol N1(N=CC=C1)CCO